CON(C(=O)C1=NN(C(C1)=O)C1=CC=C(C=C1)OC)C N-methoxy-1-(4-methoxyphenyl)-N-methyl-5-oxo-4,5-dihydro-1H-pyrazole-3-carboxamide